(2S,4R)-1-[(tert-butoxy)carbonyl]-4-methylpyrrolidine-2-carboxylic acid C(C)(C)(C)OC(=O)N1[C@@H](C[C@H](C1)C)C(=O)O